4-(2-((1-(1-(2-Hydroxy-2-methylpropanoyl)piperidin-4-yl)-1H-pyrazol-4-yl)amino)-5-methylpyrimidin-4-yl)benzoic Acid OC(C(=O)N1CCC(CC1)N1N=CC(=C1)NC1=NC=C(C(=N1)C1=CC=C(C(=O)O)C=C1)C)(C)C